FC(C1=C(C(C)=C(C(=C1C)C)C(F)(F)F)C)(F)F 3,6-di(trifluoromethyl)-durene